7-methyl-6-oxo-5,6-dihydropyrido[3,2-e]pyrrolo[1,2-a]pyrazine-3-carbaldehyde CC=1C=CN2C1C(NC1=C2N=CC(=C1)C=O)=O